NC1=NC=NN2C1=C(C=C2C=2C=C(C(=NC2)OC)C(=O)N[C@@H]2CN(C[C@@H]2F)C(C)C=2C(=NOC2C)C)C(F)(F)F 5-[4-amino-5-(trifluoromethyl)pyrrolo[2,1-f][1,2,4]triazin-7-yl]-N-[(3R,4S)-1-[1-(3,5-dimethyl-1,2-oxazol-4-yl)ethyl]-4-fluoropyrrolidin-3-yl]-2-methoxypyridine-3-carboxamide